cis-3-(6-cyclopropyl-4-(3-methyl-1-(4-methyl-4H-1,2,4-triazol-3-yl)cyclobutyl)pyridin-2-yl)-8-methyl-6-(((R)-2-methylmorpholinyl)methyl)-4H-chromen-4-one C1(CC1)C1=CC(=CC(=N1)C1=COC2=C(C=C(C=C2C1=O)CN1C[C@H](OCC1)C)C)C1(CC(C1)C)C1=NN=CN1C